7-methoxy-1-(4-(methylthio)benzyl)-1,3-dihydro-2H-imidazo[4,5-c][1,8]naphthyridin-2-one COC=1C=CC=2C3=C(C=NC2N1)NC(N3CC3=CC=C(C=C3)SC)=O